C(C)(C)(C)OC(NC=1SC2=C(C1)C(=CC=C2)B2OC(CO2)(C)C)=O (4-(5,5-dimethyl-1,3,2-dioxaborolan-2-yl)benzothien-2-yl)carbamic acid tert-butyl ester